C(=CCCCCCCCC)C1C(=O)OC(CC1)=O decenyl-glutaric anhydride